N1=NN(C2=NC=CC=C21)C2=CC=C(C(=O)N([C@H]1CNCCC1)C1=NC=CC3=CC=CC(=C13)C)C=C2 (R)-4-(3H-[1,2,3]triazolo[4,5-b]pyridin-3-yl)-N-(8-methylisoquinolin-1-yl)-N-(piperidin-3-yl)benzamide